2-octyl-1,3-dithian C(CCCCCCC)C1SCCCS1